C=CCCCC alpha-hexene